Cl.OC=1C=C(CN)C=C(C1)O 3,5-dihydroxybenzylamine hydrochloride